O=C1CCC(N1)C(=O)NC=1C=C(C=CC1)C 5-oxo-N-(m-tolyl)pyrrolidine-2-carboxamide